FC(C=1N=C(C2=C(N1)C=C(C=N2)CN2C[C@@H](CC2)O)N(C(OC(C)(C)C)=O)C2=C(C(=CC=C2)C2=C1C=NN(C1=CC=C2)C2=CC(=C(C(=C2)OC)C=O)OC)C)F (R)-tert-butyl (2-(difluoromethyl)-7-((3-hydroxypyrrolidin-1-yl)methyl)pyrido[3,2-d]pyrimidin-4-yl)(3-(1-(4-formyl-3,5-dimethoxyphenyl)-1H-indazol-4-yl)-2-methylphenyl)carbamate